N-[(4,5-difluoro-1H-benzimidazol-2-yl)methyl]-2-(4-methylpiperazin-1-yl)-8-(1,3-thiazol-2-yl)pyrazolo[1,5-a][1,3,5]triazin-4-amine FC1=C(C=CC=2NC(=NC21)CNC2=NC(=NC=1N2N=CC1C=1SC=CN1)N1CCN(CC1)C)F